FC1CCN(CC1)CCNC(=O)C1=NC=CN=C1 N-(2-(4-fluoropiperidin-1-yl)ethyl)pyrazine-2-carboxamide